(1R,3R)-3-formyl-2,2-dimethyl-cyclopropanecarboxylic acid methyl ester COC(=O)[C@H]1C([C@@H]1C=O)(C)C